NC1=C(C=NC=2N1N=CC2C2=NOC(N2)=O)C2=CC(=CC1=CC=CC=C21)OC 3-(7-amino-6-(3-methoxynaphthalen-1-yl)pyrazolo[1,5-a]pyrimidin-3-yl)-1,2,4-oxadiazol-5(4H)-one